N-(4-((1,1-dioxidobenzo[d]isothiazol-3-yl)oxy)phenyl)-2-(thiophen-3-yl)acetamide O=S1(N=C(C2=C1C=CC=C2)OC2=CC=C(C=C2)NC(CC2=CSC=C2)=O)=O